ethyl (1S,3S,5S)-5-(((((9H-fluoren-9-yl)methoxy)carbonyl)(2-acetamidoethyl) amino)methyl)-2-((9,9-difluoro-9H-fluorene-3-carbonyl)glycyl)-2-azabicyclo[3.1.0]hexane-3-carboxylate C1=CC=CC=2C3=CC=CC=C3C(C12)COC(=O)N(CCNC(C)=O)C[C@@]12C[C@H](N([C@H]2C1)C(CNC(=O)C=1C=CC=2C(C3=CC=CC=C3C2C1)(F)F)=O)C(=O)OCC